tert-butyl N-[(5S)-5-[(1-methanesulfonylpyrrol-3-yl)formamido]-5-[(4-phenyl-1,3-thiazol-2-yl)carbamoyl]pentyl]carbamate CS(=O)(=O)N1C=C(C=C1)C(=O)N[C@@H](CCCCNC(OC(C)(C)C)=O)C(NC=1SC=C(N1)C1=CC=CC=C1)=O